FC(C1=CC=C2C(=CC=NC2=C1)NC[C@@H]1CC[C@H](CC1)C(=O)O)(F)F trans-4-{[(7-trifluoromethylquinolin-4-yl)amino]methyl}cyclohexane-1-carboxylic acid